NC1=NC=2C=C(C(=CC2C2=C1COC2)C(=O)N([C@@H]2COCC1=NC(=CC=C12)C(F)(F)F)C)C 4-amino-N,7-dimethyl-N-((5S)-2-(trifluoromethyl)-5,8-dihydro-6H-pyrano[3,4-b]pyridin-5-yl)-1,3-dihydrofuro[3,4-c]quinoline-8-carboxamide